CC(CO)(C)C1=CC(=CC=C1)[C@@H](C)NC1=NC(=NC2=C3C(=C(C=C12)N1CC2(COC2)C1)CCC3)C |r| (R/S)-2-methyl-2-(3-(1-((2-methyl-6-(2-oxa-6-azaspiro[3.3]heptan-6-yl)-8,9-dihydro-7H-cyclopenta[h]quinazolin-4-yl)amino)ethyl)phenyl)propan-1-ol